C(C(=O)O)(=O)O.C(C1=CC=C(C(=O)N)C=C1)(=O)N terephthalamide oxalate